methyl (1R,4aS,7aS)-1-hydroxy-7-(hydroxymethyl)-1,4a,5,7a-tetrahydrocyclopenta[c]pyran-4-carboxylate O[C@@H]1OC=C([C@@H]2[C@H]1C(=CC2)CO)C(=O)OC